N1=C(NCCC1)S 3,4,5,6-tetrahydro-2-pyrimidothiool